trans-5,5-difluoro-2-((5-fluoro-7-isopropylpyrrolo[2,1-f][1,2,4]triazin-2-yl)amino)cyclohexan-1-ol FC1(CC[C@H]([C@@H](C1)O)NC1=NN2C(C=N1)=C(C=C2C(C)C)F)F